COC1=NC(=NC=C1)/N=C/N(C)C (E)-N'-(4-methoxypyrimidin-2-yl)-N,N-dimethylformimidamide